6-(4-methylbenzyl)-4-hydroxypyridazin-3(2H)-one CC1=CC=C(CC=2C=C(C(NN2)=O)O)C=C1